tert-butyl-4-(3-(2-allyl-6-(methylthio)-3-oxo-2,3-dihydro-1H-pyrazolo[3,4-d]pyrimidin-1-yl)phenoxy)piperidine-1-carboxylate C(C)(C)(C)OC(=O)N1CCC(CC1)OC1=CC(=CC=C1)N1N(C(C=2C1=NC(=NC2)SC)=O)CC=C